C(C)(C)NC(O[C@H]1CO[C@@H](C1)C=1C=NC(=NC1)NC1=C(C=C(C=C1)S(N)(=O)=O)F)=O |r| rac-(3R,5S)-5-{2-[(2-fluoro-4-sulfamoylphenyl)amino]pyrimidin-5-yl}oxolan-3-yl N-isopropylcarbamate